ClC1=C(C=CC=C1Cl)N1CCN(CC1)CC[C@@H]1CC[C@H](CC1)NC(N(C)C)=O N'-[trans-4-[2-[4-(2,3-dichlorophenyl)-1-piperazinyl]ethyl]cyclohexyl]-N,N-dimethylurea